8-((5-bromopyridin-2-yl)(cyclopropylmethyl)amino)-5-methyl-6-oxo-5,6-dihydro-1,5-naphthyridine-2-carbonitrile BrC=1C=CC(=NC1)N(C1=CC(N(C=2C=CC(=NC12)C#N)C)=O)CC1CC1